Butyl 4-[4-[[5-(cyclohexen-1-yl)imidazo[1,2-a]pyrazin-8-yl]amino]phenyl]piperazine-1-carboxylate C1(=CCCCC1)C1=CN=C(C=2N1C=CN2)NC2=CC=C(C=C2)N2CCN(CC2)C(=O)OCCCC